6-[5-[(1S)-1-aminoethyl]-3-morpholino-1,2,4-triazol-1-yl]pyridine-3-carbonitrile-hydrochloride Cl.N[C@@H](C)C1=NC(=NN1C1=CC=C(C=N1)C#N)N1CCOCC1